C1(=CC=CC=C1)CC(CCC)N1CCCC1 1-(1-phenylpentan-2-yl)pyrrolidine